8-(2-Fluorobenzyl)imidazo[1,2-a]pyrazine-6-carboximidamide FC1=C(CC=2C=3N(C=C(N2)C(N)=N)C=CN3)C=CC=C1